2-chloro-5-(1-ethynylcyclopropyl)pyridine ClC1=NC=C(C=C1)C1(CC1)C#C